O=C1NC2=CC=C(C=C2C1C=O)CCC 2-OXO-5-PROPYLINDOLINE-3-CARBALDEHYDE